tert-butyl (5-bromo-1-methyl-1H-pyrazol-3-yl)(methyl)carbamate BrC1=CC(=NN1C)N(C(OC(C)(C)C)=O)C